(+)-(S)-4-(1-(4-(4-chlorobenzoyl)-3-fluoro-5-(methoxycarbonyl)phenyl)-1-hydroxypropyl)piperidine-1-carboxylic acid tert-butyl ester C(C)(C)(C)OC(=O)N1CCC(CC1)[C@](CC)(O)C1=CC(=C(C(=C1)C(=O)OC)C(C1=CC=C(C=C1)Cl)=O)F